1-(9H-fluoren-9-yl)-3,6-dioxo-2,9-dioxa-4,7-diazaundecan C1=CC=CC=2C3=CC=CC=C3C(C12)COC(NCC(NCOCC)=O)=O